4-chloro-7-nitro-1-(2,2,2-trifluoroethyl)-1H-indazol ClC1=C2C=NN(C2=C(C=C1)[N+](=O)[O-])CC(F)(F)F